(5-{5-[5-Fluoro-6-(2-methoxyethoxy)-1H-indazol-3-yl]-isoxazol-3-yl}-pyridin-2-yl)-(4-oxetan-3-yl-piperazin-1-yl)-methanon FC=1C=C2C(=NNC2=CC1OCCOC)C1=CC(=NO1)C=1C=CC(=NC1)C(=O)N1CCN(CC1)C1COC1